FC=1C(=C(C=CC1)B(F)F)F bis-fluorophenyl-difluoroborane